CC=1C=NN(C1)C1=NC(=NC(=C1)N1N=CC(=C1)C)NS(=O)(=O)C1=CC=CC=C1 N-[4,6-bis(4-methylpyrazol-1-yl)pyrimidin-2-yl]benzenesulfonamide